(E)-4-(9-methyl-2-(2-(3-methylbenzylidene)hydrazineyl)-8-(pyridin-4-yl)-9H-purin-6-yl)morpholine CN1C2=NC(=NC(=C2N=C1C1=CC=NC=C1)N1CCOCC1)N/N=C/C1=CC(=CC=C1)C